C(C)(C)(C)[Si](C)(C)OCCCCOC1CCCCC1 t-butyl-(4-(cyclohexyloxy)butoxy)dimethylsilane